6-(3-(1-(2-cyclohexylethyl)piperidin-3-yl)-5-oxo-4,5-dihydro-1H-1,2,4-triazol-1-yl)isoindolin-1-one C1(CCCCC1)CCN1CC(CCC1)C1=NN(C(N1)=O)C1=CC=C2CNC(C2=C1)=O